tin-antimony-silver [Ag].[Sb].[Sn]